CC1=CC(=O)C(=C(C1=O)OC)OC The molecule is a derivative of benzoquinone carrying a 5-methyl substituent; and methoxy substituents at positions 2 and 3. The core structure of the ubiquinone group of compounds. It has a role as an Escherichia coli metabolite and a human metabolite.